sodium dithionite S(=O)([O-])S(=O)[O-].[Na+].[Na+]